(S)-7-isopropyl-2-(((1-((2-isopropyloxazol-5-yl)methyl)-1H-pyrazol-4-yl)methyl)amino)-4,8-dimethyl-7,8-dihydropteridin-6(5H)-one C(C)(C)[C@H]1C(NC=2C(=NC(=NC2N1C)NCC=1C=NN(C1)CC1=CN=C(O1)C(C)C)C)=O